FC(C1=CC=C(C=C1)C=1C=2N(C=C(N1)NC(C=C)=O)C=CC2)(F)F N-(1-(4-(trifluoromethyl)phenyl)pyrrolo[1,2-a]pyrazin-3-yl)acrylamide